C(C)(C)(C)OC(=O)N1C(C2=C(C=CC(=C2C1)Cl)NC1=NC=C(C=C1)N1CC(OCC1)C(C)(C)O)=O.N1C(CCCC1([2H])[2H])([2H])[2H] piperidine-2,2,6,6-d4 Tert-butyl-4-chloro-7-((5-(2-(2-hydroxyprop-2-yl)(N-morpholinyl))pyridin-2-yl)amino)-1-oxoisoindoline-2-carboxylate